(3aR,7aR)-2-methyl-1,3,3a,4,5,6,7,7a-Octahydropyrrolo[3,4-c]pyridine CN1C[C@H]2CNCC[C@H]2C1